CN1C(=NN=C1)CC1(CS(C1)(=O)=O)C=1C=C(C=CC1)N1C(C2=CC(=CC(=C2C1)C(F)(F)F)CNC1(CCC1)C)=O 2-(3-(3-((4-methyl-4H-1,2,4-triazol-3-yl)methyl)-1,1-dioxido-thietan-3-yl)phenyl)-6-(((1-methylcyclobutyl)amino)methyl)-4-(trifluoromethyl)isoindolin-1-one